tert-butyl [(1S,3R,4R)-4-(hydroxymethyl)-3-methoxycyclohexyl]carbamate OC[C@@H]1[C@@H](C[C@H](CC1)NC(OC(C)(C)C)=O)OC